7-(2-(4-(6-fluorobenzothiophen-4-yl)piperazin-1-yl)ethyl)-1-(undec-10-enoyl)-3,4-dihydroquinolin-2(1H)-one FC1=CC2=C(C=CS2)C(=C1)N1CCN(CC1)CCC1=CC=C2CCC(N(C2=C1)C(CCCCCCCCC=C)=O)=O